tert-butyl (3S)-3-{2-methoxy-5-[3-(methylcarbamoyl)-1H-indazol-6-yl]pyridine-3-amido}-pyrrolidine-1-carboxylate COC1=NC=C(C=C1C(=O)N[C@@H]1CN(CC1)C(=O)OC(C)(C)C)C1=CC=C2C(=NNC2=C1)C(NC)=O